sodium thionaphthoate C1(=CC=CC2=CC=CC=C12)C(=S)[O-].[Na+]